4-[[5-(5-chloro-3-fluoro-2-pyridinyl)-4-methyl-3-pyridinyl]methyl]-N-[(2,4-dimethoxyphenyl)methyl]-3-fluoro-pyridin-2-amine ClC=1C=C(C(=NC1)C=1C(=C(C=NC1)CC1=C(C(=NC=C1)NCC1=C(C=C(C=C1)OC)OC)F)C)F